(rac)-N-ethyl-2,5-diphenylphosphinan-1-amine C(C)NP1C(CCC(C1)C1=CC=CC=C1)C1=CC=CC=C1